5'-O-(4,4'-dimethoxytrityl)-2'-O-[2-(trifluoroacetyl)aminoethoxymethyl]uridine 3'-O-(2-cyanoethyl N,N-diisopropyl phosphoramidite) C(#N)CCP(O)(N(C(C)C)C(C)C)O[C@H]1[C@H]([C@@H](O[C@@H]1COC(C1=CC=C(C=C1)OC)(C1=CC=C(C=C1)OC)C1=CC=CC=C1)N1C(=O)NC(=O)C=C1)OCOCCNC(C(F)(F)F)=O